S(=O)(=O)([O-])F.[NH4+] AMMONIUM FLUOROSULFATE